C(C1=CC=CC=C1)OC(=O)NC(C(=O)OC)C(C1CC1)C1CC1 methyl 2-(((benzyloxy)carbonyl)amino)-3,3-dicyclopropylpropanoate